ClC1=CC=C(C=C1)C1=NN(CC1C1=CC=CC=C1)C1=NN(C(N1CC(=O)OCC)=O)C(C)C1=CC=C(C=C1)Cl ethyl 2-[3-[3-(4-chlorophenyl)-4-phenyl-4,5-dihydropyrazol-1-yl]-1-[1-(4-chlorophenyl)ethyl]-5-oxo-1,2,4-triazol-4-yl]acetate